C(CCCCCCC)C1=CC=C(C=C1)CC=1C(C2=CC=CC=C2C(C1O)=O)=O 2-[(4-octylphenyl)methyl]-3-hydroxy-[1,4]naphthoquinone